(E)-3-(o-tolyl)-1-(2,3,4-trimethoxyphenyl)prop-2-en-1-one tert-butyl-1-(3-bromo-5-fluoro-2-methylphenyl)-1H-pyrazole-4-carboxylate C(C)(C)(C)OC(=O)C=1C=NN(C1)C1=C(C(=CC(=C1)F)Br)C.C1(=C(C=CC=C1)/C=C/C(=O)C1=C(C(=C(C=C1)OC)OC)OC)C